OCC12CN(CC2C1)C(=O)OC(C)(C)C tertbutyl 1-(hydroxymethyl)-3-azabicyclo[3.1.0]hexane-3-carboxylate